N-(2-methoxy-6-(5-methyl-1H-pyrazol-4-yl)pyridin-3-yl)-7-methylquinolin-4-amine COC1=NC(=CC=C1NC1=CC=NC2=CC(=CC=C12)C)C=1C=NNC1C